NC1=C2NC(N(C2=NC(=N1)OCCCC)CC1=CC(=CC=C1)CN1C(CCC1)=O)=O 6-amino-2-butoxy-9-(3-((2-oxopyrrolidin-1-yl)methyl)benzyl)-7,9-dihydro-8H-purin-8-one